OC1=CC=C(C=C1)C(C=CC1=CC=C(C=C1)OC(=C(F)F)F)=O 1-(4-Hydroxyphenyl)-3-[4-(1,2,2-trifluoroethenoxy)phenyl]prop-2-en-1-one